N[C@@H](CC(=O)O)C R-β-aminobutyric acid